2-(4-(2,2-diethoxyethoxy)phenyl)-2-methylpropanoic acid C(C)OC(COC1=CC=C(C=C1)C(C(=O)O)(C)C)OCC